5-(tert-Butoxycarbonyl)-2-methoxybenzoic acid C(C)(C)(C)OC(=O)C=1C=CC(=C(C(=O)O)C1)OC